3,5-dimethyl-nitrobenzene CC=1C=C(C=C(C1)C)[N+](=O)[O-]